FC(CCN1N=NC=C1C(=O)N)(F)F 1-(3,3,3-trifluoropropyl)-1H-1,2,3-triazole-5-carboxamide